acetylmuramyl-L-alanyl-D-glutamic acid C(C)(=O)N([C@@H](C)C(=O)N[C@H](CCC(=O)O)C(=O)O)C1[C@H](N)[C@@H](O[C@@H](C(=O)O)C)[C@H](O)[C@H](O1)CO